N1CC(C1)CN1CCC(CC1)CNC(=O)C1=C(C=C(C=C1)NC(=O)C=1N(C(=CN1)C1=C(C(=C(C=C1)OC)F)F)C)Cl N-[4-[[1-(azetidin-3-ylmethyl)-4-piperidyl]methylcarbamoyl]-3-chloro-phenyl]-5-(2,3-difluoro-4-methoxyphenyl)-1-methylimidazole-2-carboxamide